2-(6-methoxypyridin-3-yl)-N-(3-(trifluoromethyl)-1H-pyrrolo[2,3-b]pyridin-6-yl)acetamide COC1=CC=C(C=N1)CC(=O)NC1=CC=C2C(=N1)NC=C2C(F)(F)F